octahydrobenzofuran-5-carboxylate O1CCC2C1CCC(C2)C(=O)[O-]